P(=O)(OCC(CCCC)CC)(OCC(CCCC)CC)OC1=CC=C(C=C1)C bis(2-ethylhexyl) 4-methylphenyl phosphate